C(COCC(=O)OCC(CS)S)(=S)OCC(CS)S bis(2,3-dimercaptopropyl) thiodiglycolate